ClC=1C=CC(=C(C1)C1=CC2=C(OCCN2C2=CC(=NC=C2)NC(=O)CCN2CCN(CC2)CCC(=O)NCCO)C=N1)F 3-{4-[2-({4-[7-(5-chloro-2-fluorophenyl)-1H,2H,3H-pyrido[3,4-b][1,4]oxazin-1-yl]pyridin-2-yl}carbamoyl)ethyl]piperazin-1-yl}-N-(2-hydroxyethyl)propanamide